trichloro-1-(4-chloro-1H-pyrrol-2-yl)ethanone ClC(C(=O)C=1NC=C(C1)Cl)(Cl)Cl